Ethyl 4-methoxy-1,8,10-triazatricyclo[7.4.0.02,7]trideca-2(7),3,5,8,10,12-hexaene-11-carboxylate COC1=CC=2N3C=CC(=NC3=NC2C=C1)C(=O)OCC